Methyl-2-[2-({[3-bromo-1-(3-chloropyridin-2-yl)-1H-pyrazol-5-yl]carbonyl}amino)-5-cyano-3-methylbenzoyl]-2-ethylhydrazincarboxylat COC(=O)NN(CC)C(C1=C(C(=CC(=C1)C#N)C)NC(=O)C1=CC(=NN1C1=NC=CC=C1Cl)Br)=O